2-(6-((2-((tert-butoxycarbonyl)amino)-2-methylpropyl)carbamoyl)pyrazin-2-yl)-3-methyl-1H-indole-5-carboxylic acid C(C)(C)(C)OC(=O)NC(CNC(=O)C1=CN=CC(=N1)C=1NC2=CC=C(C=C2C1C)C(=O)O)(C)C